C1(CC1)CN(C1=CC(N(C=2C=CC(=NC12)C#N)C)=O)C1=CC(=C(C=C1)OC(F)F)C 8-((cyclopropylmethyl)(4-(difluoromethoxy)-3-methylphenyl)amino)-5-methyl-6-oxo-5,6-dihydro-1,5-naphthyridine-2-carbonitrile